COC=1C(=NC(=NC1)C1CCOCC1)N 5-methoxy-2-(tetrahydro-2H-pyran-4-yl)pyrimidin-4-amine